P(=O)(OCCCCCCCC)(OCCCCCCCC)[O-] din-octyl phosphate